2-(4-(4-(ethylthio)benzyl)piperazin-1-yl)benzo[d]oxazole C(C)SC1=CC=C(CN2CCN(CC2)C=2OC3=C(N2)C=CC=C3)C=C1